N-(4-((4-(3,5-Dichlorophenyl)piperazin-1-yl)sulfonyl)phenyl)-2-(1H-1,2,3-triazol-1-yl)benzamide ClC=1C=C(C=C(C1)Cl)N1CCN(CC1)S(=O)(=O)C1=CC=C(C=C1)NC(C1=C(C=CC=C1)N1N=NC=C1)=O